2,4,6-tri(pyridine-4-yl)-1,3,5-triazine N1=CC=C(C=C1)C1=NC(=NC(=N1)C1=CC=NC=C1)C1=CC=NC=C1